C1(=CC=CC=C1)C1=CC=C2C(=N1)CCCCC2 (S)-2-phenyl-6,7,8,9-tetrahydro-5H-cyclohepta[b]pyridine